(2S,4R)-N-(1-cyanocyclopropyl)-4-(2'-ethoxy-3-methylbiphenyl-4-ylsulfonyl)-1-(1-(trifluoromethyl)cyclopropanecarbonyl)pyrrolidine-2-carboxamide C(#N)C1(CC1)NC(=O)[C@H]1N(C[C@@H](C1)S(=O)(=O)C1=C(C=C(C=C1)C1=C(C=CC=C1)OCC)C)C(=O)C1(CC1)C(F)(F)F